S(C1=C(C=CC(=C1)C(C)(C)CC(C)(C)C)O)C1=C(C=CC(=C1)C(C)(C)CC(C)(C)C)O 2,2'-thio-bis(4-t-octylphenol)